4-methyl-4-[5-methyl-4-(trifluoromethyl)-1,3-benzoxazol-2-yl]piperidin CC1(CCNCC1)C=1OC2=C(N1)C(=C(C=C2)C)C(F)(F)F